NCC1=CN=C2C(C3=C(NC2=C1)N=C(N(C3=O)C3=CC=CC=C3)C3CCC3)=O 8-(aminomethyl)-2-cyclobutyl-3-phenylpyrimido[4,5-b][1,5]naphthyridine-4,5(3H,10H)-dione